(4-isopropylpyrimidin-5-yl)-7-(4-(1-methyl-4-(trifluoromethyl)-1H-imidazol-2-yl)benzyl)thieno[3,2-d]pyrimidine C(C)(C)C1=NC=NC=C1C=1N=CC2=C(N1)C(=CS2)CC2=CC=C(C=C2)C=2N(C=C(N2)C(F)(F)F)C